ClC=1C=CC(=NC1)NC=1SC=C(N1)C=1C=CC(=NC1)N 5-{2-[(5-chloropyridin-2-yl)amino]-1,3-thiazol-4-yl}pyridine-2-amine